(S)-(1-(1-isopropyl-6-((1-(3,4,5-trimethoxyphenyl)-1H-imidazol-4-yl)amino)-1H-pyrazolo[3,4-d]pyrimidin-4-yl)pyrrolidin-2-yl)methanol C(C)(C)N1N=CC=2C1=NC(=NC2N2[C@@H](CCC2)CO)NC=2N=CN(C2)C2=CC(=C(C(=C2)OC)OC)OC